7-((R)-sec-butoxy)-N-(1-(cis-2-fluorocyclopropyl)-2-oxo-1,2-dihydropyridin-3-yl)-2-(1-methyl-2-oxabicyclo[2.1.1]hex-4-yl)imidazo[1,2-a]pyrimidine-6-carboxamide [C@@H](C)(CC)OC1=NC=2N(C=C1C(=O)NC=1C(N(C=CC1)[C@H]1[C@H](C1)F)=O)C=C(N2)C21COC(C2)(C1)C